(1S,3S)-3-((6-(5-(((4-isopropoxy-pyrimidin-2-yl)amino)methyl)-1-methyl-1H-1,2,3-triazol-4-yl)-2-methylpyridin-3-yl)oxy)cyclohexanecarboxylic acid C(C)(C)OC1=NC(=NC=C1)NCC1=C(N=NN1C)C1=CC=C(C(=N1)C)O[C@@H]1C[C@H](CCC1)C(=O)O